(2S)-2-(4-fluorophenyl)-2-methyl-1H,2H,3H-pyrrolo[2,3-b]pyridine-5-carboxylic acid methyl ester COC(=O)C=1C=C2C(=NC1)N[C@](C2)(C)C2=CC=C(C=C2)F